Ammonium 3-(3-(((3-bromobenzyl)(methyl) amino)methyl)-4-methylphenyl)-3-(1,4-dimethyl-1H-benzo[d][1,2,3]triazol-5-yl)propanoate BrC=1C=C(CN(C)CC=2C=C(C=CC2C)C(CC(=O)[O-])C2=C(C3=C(N(N=N3)C)C=C2)C)C=CC1.[NH4+]